(4-(1-(trifluoromethyl)cyclopropyl)phenyl)acetic acid FC(C1(CC1)C1=CC=C(C=C1)CC(=O)O)(F)F